NC1=NN(C=C1C=1C=C2CCNC(C2=CC1)=O)C=1C=C(C=CC1)NC(CC)=O N-(3-(3-amino-4-(1-oxo-1,2,3,4-tetrahydroisoquinolin-6-yl)-1H-pyrazol-1-yl)phenyl)propionamide